FC([C@@H](CNC(=O)C=1C(N(N=C(C1)C1=CC=C(C=C1)C(F)(F)F)C1=CC(=CC=C1)F)=O)O)F |r| N-[(2RS)-3,3-difluoro-2-hydroxypropyl]-2-(3-fluorophenyl)-3-oxo-6-[4-(trifluoromethyl)phenyl]-2,3-dihydropyridazine-4-carboxamide